2-[(2S,5R)-2,5-dimethylpiperazin-1-yl]-5-(trifluoromethyl)pyrazine C[C@@H]1N(C[C@H](NC1)C)C1=NC=C(N=C1)C(F)(F)F